(3R)-1-(6-Chloro-2-{[(2R,7aS)-2-fluorotetrahydro-1H-pyrrolizin-7a(5H)-yl]methoxy}-5-methylpyrimidin-4-yl)-3-methylpiperidin-3-ol ClC1=C(C(=NC(=N1)OC[C@]12CCCN2C[C@@H](C1)F)N1C[C@@](CCC1)(O)C)C